C(#N)C=1C(=NC(=C(C1CC)C#N)N(C)C)SC(C(=O)N)([2H])C1=CC=CC=C1 2-((3,5-dicyano-6-(dimethylamino)-4-ethylpyridin-2-yl)thio)-2-phenylacetamide-2-d